N1N=CC(=C1)CNC(=O)NC1=CC=C(C=C1)S(=O)(=O)C1=CC(=CC=C1)F 1-((1H-Pyrazol-4-yl)methyl)-3-(4-((3-fluorophenyl)sulfonyl)phenyl)urea